7-Bromo-5-isobutoxy-benzo[b]thiophene-2-carboxylic acid BrC1=CC(=CC2=C1SC(=C2)C(=O)O)OCC(C)C